(crotyl)(2-dicyclohexylphosphino-2',4',6'-triisopropyl-1,1'-biphenyl) palladium (II) chloride [Pd](Cl)Cl.C(C=CC)C=1C(=C(C=CC1)C1=C(C=C(C=C1C(C)C)C(C)C)C(C)C)P(C1CCCCC1)C1CCCCC1